ClC=1C=C(C=CC1F)NC(N([C@H](C)C1=CNC(C2=CC=C(C=C12)F)=O)CCS(=O)(=O)N)=O |r| racemic-2-(3-(3-chloro-4-fluorophenyl)-1-(1-(6-fluoro-1-oxo-1,2-dihydroisoquinolin-4-yl)ethyl)ureido)ethane-1-sulfonamide